ClC=1C(=NC=C(C1)C(F)(F)F)C(=O)NC(NC1=C(C=CC=C1C1CCCCC1)Cl)=O 3-chloro-N-((2-chloro-6-(cyclohexyl)phenyl)carbamoyl)-5-(trifluoromethyl)picolinamide